C(#N)C1=CC(=C(C=C1)C1C(=C(NC2=C(C=NC(=C12)OCC)C)C)C(=O)N)OC 4-(4-cyano-2-methoxyphenyl)-5-ethoxy-2,8-dimethyl-1,4-dihydro-1,6-naphthyridine-3-formamide